ClC(CCC(=O)OCCCCC)CCC(C(CCCC(CC(CC)Cl)Cl)Cl)Cl pentyl 4,7,8,12,14-pentachlorohexadecanoate